butyl-(5-hydroxypentyl)dimethylammonium C(CCC)[N+](C)(C)CCCCCO